(2S)-1-[2-[4-[(8-ethoxy-5-quinolyl)amino]-1-piperidyl]acetyl]pyrrolidine-2-carbonitrile C(C)OC=1C=CC(=C2C=CC=NC12)NC1CCN(CC1)CC(=O)N1[C@@H](CCC1)C#N